8-[(1R)-1-Aminoethyl]-3,6-dimethyl-2-(2-methylpyrazol-3-yl)chromen-4-one N[C@H](C)C=1C=C(C=C2C(C(=C(OC12)C=1N(N=CC1)C)C)=O)C